6-Fluoro-5-iodo-1-methyl-benzo[d]imidazole FC=1C(=CC2=C(N(C=N2)C)C1)I